C([O-])([O-])=O.[Co+2].C(#N)CCN(C1=C(C=CC=C1)CC)C(=O)OC N-cyanoethyl-N-methoxycarbonyl-ethyl-aniline Cobalt carbonate